N,N-dimethyl-N-ethyl-N-decylammonium C[N+](CCCCCCCCCC)(CC)C